(S)-propargyl-glycine tert-butyl-4-[3-(3-methyl-1-bicyclo[1.1.1]pentanyl)-3-oxo-propanethioyl]piperazine-1-carboxylate C(C)(C)(C)C1N(CCN(C1)C(CC(=O)C12CC(C1)(C2)C)=S)C(=O)O.C(C#C)NCC(=O)O